tetrahydropyran-2-yl[ethyl]-N-methyl-carbamate O1C(CCCC1)OC(N(C)CC)=O